BrCCCCOC1=CC=C2C(C(=COC2=C1)C1=CC=CC=C1)=O 7-(4-bromobutoxy)-3-phenyl-4H-chromen-4-one